FC=1C=C(C=CC1F)N1C2=CC=3C=NNC3N=C2C(=C1C(COC)(C)C)[C@@H]1CC[C@H](CC1)C(=O)O trans-4-[10-(3,4-difluorophenyl)-11-(2-methoxy-1,1-dimethyl-ethyl)-2,4,5,10-tetrazatricyclo[7.3.0.03,7]dodeca-1,3(7),5,8,11-pentaen-12-yl]cyclohexanecarboxylic acid